3-(benzyl-(2-hydroxyethyl)amino)propan-1-ol C(C1=CC=CC=C1)N(CCCO)CCO